O=C1N(C[C@@H](C1)CCC)[C@H](C(=O)N)CC (2S)-2-((4R)-2-oxo-4-n-propyl-1-pyrrolidinyl)-butyramide